(1,2,3,4-tetrahydroisoquinolin-4-yl)methanol C1NCC(C2=CC=CC=C12)CO